3-(4-((3-chloro-4-fluorophenyl)amino)quinazolin-6-yl)-N-cyclopropylbenzenesulfonamide ClC=1C=C(C=CC1F)NC1=NC=NC2=CC=C(C=C12)C=1C=C(C=CC1)S(=O)(=O)NC1CC1